3-(4-(methylthio)phenyl)acryloyl chloride CSC1=CC=C(C=C1)C=CC(=O)Cl